N-(2-(4-methoxypiperidin-1-yl)-2-(1-methyl-1H-indol-3-yl)ethyl)-1H-indole-6-sulfonamide COC1CCN(CC1)C(CNS(=O)(=O)C1=CC=C2C=CNC2=C1)C1=CN(C2=CC=CC=C12)C